3-dimethylaminopropyl-dioxan CN(CCCC1OCCOC1)C